C(C)(C)(C)OC(=O)N1C[C@@H](CCC1)NC=1C=C2C(=NC1)N=C(N2C)C2=C(C=C(C=C2)C#C[Si](C)(C)C)O (R)-3-((2-(2-hydroxy-4-((trimethylsilyl)ethynyl)phenyl)-1-methyl-1H-imidazo[4,5-b]pyridin-6-yl)amino)piperidine-1-carboxylic acid tert-butyl ester